2-(6-bromo-1-oxospiro[3H-isoquinoline-4,1'-cyclopropan]-2-yl)-N-(7-chloro-[1,2,4]triazolo[1,5-a]pyridin-2-yl)acetamide BrC=1C=C2C(=CC1)C(N(CC21CC1)CC(=O)NC1=NN2C(C=C(C=C2)Cl)=N1)=O